tert-butyl 4-[3-[[4-(4,4,5,5-tetramethyl-1,3,2-dioxaborolan-2-yl)pyrazol-1-yl]methyl] cyclobutoxy]piperidine-1-carboxylate CC1(OB(OC1(C)C)C=1C=NN(C1)CC1CC(C1)OC1CCN(CC1)C(=O)OC(C)(C)C)C